OOP(=O)(OC)CC[C@H](N)C(=O)N[C@@H](C)C(=O)N[C@@H](C)C(=O)O 4-[hydroxy(methyl)phosphono]-L-homoalanyl-L-alanyl-L-alanine